CCCCCCCCCCCCC=O n-tridecanal